CN(C=1C=C(OCC(CNCC=CC2=C(C=CC=C2)OC)O)C=CC1)C 1-(3-(dimethylamino)phenoxy)-3-((3-(2-methoxyphenyl)allyl)amino)propan-2-ol